COC1=C(C(=CC(=C1)OC)OC)S(=O)(=O)N 2,4,6-trimethoxybenzenesulfonamide